(E)-2-(iodo(4-methylphenyl)methylene)-4-p-toluenesulfonyl-3,4-dihydro-2H-benzo[b][1,4]thiazine I\C(=C\1/CN(C2=C(S1)C=CC=C2)S(=O)(=O)C2=CC=C(C)C=C2)\C2=CC=C(C=C2)C